7-chloro-5-(4-(2-morpholino-2-oxoacetyl)phenyl)benzofuran ClC1=CC(=CC=2C=COC21)C2=CC=C(C=C2)C(C(=O)N2CCOCC2)=O